(2S,4R)-4-Fluoro-4-methyl-pyrrolidine F[C@@]1(CCNC1)C